C1OCC12CCC(CC2)OC(=O)N2CC=1C=C(C(NC1CC2)=O)C(NC\C=C\S(=O)(=O)C2=CC=CC=C2)=O 3-{[(2E)-3-(benzenesulfonyl)prop-2-en-1-yl]carbamoyl}-2-oxo-1,2,5,6,7,8-hexahydro-1,6-naphthyridine-6-carboxylic acid 2-oxaspiro[3.5]nonan-7-yl ester